N-methyl-5-(piperidin-4-yl)picolinamide CNC(C1=NC=C(C=C1)C1CCNCC1)=O